ClC1=CC(=C(C=C1)CC(=O)C1=CNC2=C3C(=CC=C12)OCC3)OC 2-(4-chloro-2-methoxyphenyl)-1-(7,8-dihydro-1H-furo[2,3-g]indol-3-yl)ethanone